CC1=C(C2=C(N=C(N=C2)SC)N(C1=O)CC1=CN=CO1)C#C[Si](C(C)C)(C(C)C)C(C)C 6-methyl-2-(methylsulfanyl)-8-(1,3-oxazol-5-ylmethyl)-5-[2-(triisopropylsilyl)ethynyl]pyrido[2,3-d]pyrimidin-7-one